4'-cyano-(1,1'-biphenyl) C(#N)C1=CC=C(C=C1)C1=CC=CC=C1